Cl.CN1C(C2=C(N=CC(=C2C=C1)C1=NC=C(C=C1)C(F)(F)F)N[C@@H]1CNCC1)=O (S)-2-methyl-8-(pyrrolidin-3-ylamino)-5-(5-(trifluoromethyl)pyridin-2-yl)-2,7-naphthyridin-1(2H)-one hydrochloride